9-methoxy-9-borabicyclo[3.3.1]nonane COB1C2CCCC1CCC2